FC(C=1C=C(C=CC1)C=1OC2=C(N1)C=CC(=C2)C(=O)N2CCN(CC2)C2=NC1=CC=CC=C1C(N2)=O)(F)F 2-[4-[2-[3-(Trifluoromethyl)phenyl]-1,3-benzoxazole-6-carbonyl]piperazin-1-yl]-3H-quinazolin-4-one